BrC1=C(C(=C(C(=O)O)C=C1F)OC[C@@H]1[C@H]2CC[C@@H](CN1)N2C(=O)OC(C)(C)C)Cl 4-bromo-2-(((1R,2S,5S)-8-(tert-butoxycarbonyl)-3,8-diazabicyclo[3.2.1]octane-2-yl)methoxy)-3-chloro-5-fluorobenzoic acid